tert-butyl ((1r,3r)-3-(4-(2-(4-((6-cyanopyridin-3-yl)oxy)phenyl)propan-2-yl) phenoxy)cyclobutyl)carbamate C(#N)C1=CC=C(C=N1)OC1=CC=C(C=C1)C(C)(C)C1=CC=C(OC2CC(C2)NC(OC(C)(C)C)=O)C=C1